FC1=C(C(=CC=C1)F)C1=C(C=CC=C1)[C@H]1[C@@H](C1)C(=O)N1CCOC[C@@H](C1)NS(=O)(=O)CC N-{(6R)-4-[(1R,2R)-2-(2',6'-difluoro[1,1'-biphenyl]-2-yl)cyclopropane-1-carbonyl]-1,4-oxazepan-6-yl}ethanesulfonamide